N-((5-fluoro-1-(1-(4-(propan-2-ylidene)cyclohexyl)piperidin-4-yl)-3-(pyrrolidin-1-ylmethyl)-1H-indol-2-yl)methyl)acetamide FC=1C=C2C(=C(N(C2=CC1)C1CCN(CC1)C1CCC(CC1)=C(C)C)CNC(C)=O)CN1CCCC1